C(C)(=O)C=1C(=NC=CN1)N1N=CC(=C1)NC(OC(C)(C)C)=O tert-butyl N-[1-(3-acetylpyrazin-2-yl)pyrazol-4-yl]carbamate